3-(3-((4-(6-((5-fluoro-4-(4-fluoro-1-isopropyl-2-methyl-1H-benzo[d]imidazol-6-yl)pyrimidin-2-yl)amino)pyridin-3-yl)piperazin-1-yl)methyl)phenyl)piperidine-2,6-dione FC=1C(=NC(=NC1)NC1=CC=C(C=N1)N1CCN(CC1)CC=1C=C(C=CC1)C1C(NC(CC1)=O)=O)C=1C=C(C2=C(N(C(=N2)C)C(C)C)C1)F